2-((dihydrazineylmethylene)amino)acetic acid N(N)C(NN)=NCC(=O)O